C(C)(=O)ON(C(C)=O)C(CC(C=1C=CC=2N(C3=CC=C(C=C3C2C1)C(=O)C1=CC=CC2=CC=CC=C12)CC)=NOC(C)=O)C N-acetoxy-N-{3-(acetoxyimino)-3-[9-ethyl-6-(1-naphthoyl)-9H-carbazol-3-yl]-1-methylpropyl}acetamide